2-(3,3-Difluoro-1-methylcyclobutyl)-N-(2-(ethylsulfanyl)-4-(6-fluoro-3,4-dihydroisoquinolin-2(1H)-yl)-6-methylphenyl)acetamide FC1(CC(C1)(C)CC(=O)NC1=C(C=C(C=C1C)N1CC2=CC=C(C=C2CC1)F)SCC)F